NC1=CC=C(OC2=CC=C(C=C2)CCCC2=CC=C(C=C2)OC2=CC=C(C=C2)N)C=C1 1,3-bis[4-(4-aminophenoxy)phenyl]propane